3-(3,4-dimethoxybenzyl)-8-(dimethylamino)-8-phenyl-1,3-diazaspiro[4.5]decan-2-one COC=1C=C(CN2C(NC3(C2)CCC(CC3)(C3=CC=CC=C3)N(C)C)=O)C=CC1OC